(S)-N-(1-(5-(2-cyclopropylpyridin-4-yl)-1,2,4-oxadiazol-3-yl)ethyl)-1-methyl-3-(trifluoromethyl)-1H-pyrazole-5-carboxamide C1(CC1)C1=NC=CC(=C1)C1=NC(=NO1)[C@H](C)NC(=O)C1=CC(=NN1C)C(F)(F)F